4-bromo-3-chloro-benzoyl Chloride BrC1=C(C=C(C(=O)Cl)C=C1)Cl